2-cyano-3-(2-(trifluoromethyl)phenyl)acrylamide C(#N)C(C(=O)N)=CC1=C(C=CC=C1)C(F)(F)F